Natrium (S)-3-(4-(3-Methoxyphenyl)thiophen-2-yl)-3-(3-(1-methyl-4-oxido-2-oxo-1,2-dihydropyridin-3-yl)ureido)propanoat COC=1C=C(C=CC1)C=1C=C(SC1)[C@H](CC(=O)[O-])NC(=O)NC=1C(N(C=CC1[O-])C)=O.[Na+].[Na+]